benzyl 4-{4-[4-(dibutoxymethyl)piperidin-1-yl]phenyl}piperidine-1-carboxylate C(CCC)OC(C1CCN(CC1)C1=CC=C(C=C1)C1CCN(CC1)C(=O)OCC1=CC=CC=C1)OCCCC